Sodium 1-pyrenesulfonate C1(=CC=C2C=CC3=CC=CC4=CC=C1C2=C34)S(=O)(=O)[O-].[Na+]